(S)-3-(2-((2-((4-chloro-2-fluorobenzyl)oxy)-5,8-dihydro-1,7-naphthyridin-7(6H)-yl)methyl)-1-(oxetan-2-ylmethyl)-1H-benzo[d]imidazol-6-yl)-1,2,4-oxadiazol-5(4H)-one ClC1=CC(=C(COC2=NC=3CN(CCC3C=C2)CC2=NC3=C(N2C[C@H]2OCC2)C=C(C=C3)C3=NOC(N3)=O)C=C1)F